C(C)(C)(C)C1=C(C=CC(=C1)C(C)(C)C)[PH2]=O (2,4-di-tert-butylphenyl)phosphine oxide